ClC1=C(C=CC(=C1)Cl)NNC(CCC(NC1=CC=CC=C1)=C1C(NCC1=O)=O)=O N'-(2,4-dichlorophenyl)-4-(2,4-dioxopyrrolidin-3-ylidene)-4-(phenylamino)butyryl-hydrazine